[N+](=O)(OCCCCCCCC1=CC(=C2[C@H]3[C@H](C(OC2=C1)(C)C)CC=C(C3)C)O)[O-] 7-[(6Ar,10aR)-1-hydroxy-6,6,9-trimethyl-6a,7,10,10a-tetrahydrobenzo[c]chromen-3-yl]heptyl nitrate